(2R,6S)-4-((5-(3-(1H-indazol-6-yl)-1,4-dihydrothieno[2',3':4,5]cyclopenta[1,2-c]pyrazol-6-yl)pyridin-2-yl)methyl)-2,6-dimethylmorpholine N1N=CC2=CC=C(C=C12)C=1C2=C(NN1)C1=C(C2)SC(=C1)C=1C=CC(=NC1)CN1C[C@H](O[C@H](C1)C)C